[4-[2-(2,6-dimethylphenyl)-5-[5-(trifluoromethyl)pyrimidin-2-yl]-6,7-dihydro-4H-pyrazolo[4,3-c]pyridin-3-yl]-5-fluoro-1H-indol-7-yl]methanol CC1=C(C(=CC=C1)C)N1N=C2C(CN(CC2)C2=NC=C(C=N2)C(F)(F)F)=C1C1=C2C=CNC2=C(C=C1F)CO